2-tertiary amyl-6-tertiary butyl-anthraquinone 2-methylpropan-2-yl{[(7R)-5-(5-nitro-1H-indazol-4-yl)-5-azaspiro[2.4]heptan-7-yl]amino}methanoate CC(C)(C)OC(=O)N[C@H]1CN(CC12CC2)C2=C1C=NNC1=CC=C2[N+](=O)[O-].C(C)(C)(CC)C2=CC=1C(C3=CC=C(C=C3C(C1C=C2)=O)C(C)(C)C)=O